NC1=NC=CC=2N1C(=NC2C2CN(CC2)CC#CC)C2=CC=C(C(=O)NC1=NC=CC(=C1)C1CC1)C=C2 4-(5-amino-1-(1-(but-2-ynyl)pyrrolidin-3-yl)imidazo[1,5-c]Pyrimidin-3-yl)-N-(4-cyclopropylpyridin-2-yl)benzamide